2-METHYL-5-HYDROXYETHYLAMINO-PHENOL CC1=C(C=C(C=C1)NCCO)O